7-(8-chloronaphthalen-1-yl)-2-(((((2R,7aS)-2-fluorotetrahydro-1H-pyrrolizin-7a(5H)-yl)methoxy)quinazolin-4-yl)piperazin-2-yl)acetonitrile ClC=1C=CC=C2C=CC=C(C12)C1=CC=C2C(=NC(=NC2=C1)OC[C@]12CCCN2C[C@@H](C1)F)N1C(CNCC1)CC#N